3-phenylamino-5-benzyl-1-(4-vinylbenzyl)-1H-1,2,4-triazole C1(=CC=CC=C1)NC1=NN(C(=N1)CC1=CC=CC=C1)CC1=CC=C(C=C1)C=C